N1=C(C=CC=C1)SCC(=O)C1=CC=C(C=C1)C1=NOC(=N1)C(F)(F)F 2-(pyridin-2-ylsulfanyl)-1-(4-(5-(trifluoromethyl)-1,2,4-oxadiazol-3-yl)phenyl)ethan-1-one